C(C)(=O)O.C(C)(C)(C)C1CCNCC1 4-tert-butyl-piperidine acetate